butyl N-(1-oxospiro[2,3-dihydroisoquinoline-4,1'-cyclopropane]-6-yl)carbamate O=C1NCC2(CC2)C2=CC(=CC=C12)NC(OCCCC)=O